C(C)(C)(C)N(CC)CC1=C(C(=CC(=C1)[N+](=O)[O-])Cl)O 2-((Tert-butyl-(ethyl)amino)methyl)-6-chloro-4-nitrophenol